2-[(R)-3-decanoyloxytetradecanoylamino]ethyl 2,3-di-[(R)-3-decanoyloxytetradecanoylamino]-2,3-dideoxy-4-O-methylphosphono-β-D-allopyranoside C(CCCCCCCCC)(=O)O[C@@H](CC(=O)N[C@H]1[C@H](OCCNC(C[C@@H](CCCCCCCCCCC)OC(CCCCCCCCC)=O)=O)O[C@@H]([C@H]([C@H]1NC(C[C@@H](CCCCCCCCCCC)OC(CCCCCCCCC)=O)=O)OP(=O)(OC)O)CO)CCCCCCCCCCC